racemic-methyl 2-phenylpropionate C1(=CC=CC=C1)[C@H](C(=O)OC)C |r|